N-(3-ethynylthieno[3,2-c]pyridine-4-yl)-2-fluoro-4-(5-methyl-1,3,4-thiadiazol-2-yl)-N-[(3R)-3-piperidyl]benzamide C(#C)C1=CSC2=C1C(=NC=C2)N(C(C2=C(C=C(C=C2)C=2SC(=NN2)C)F)=O)[C@H]2CNCCC2